5-((5-(4-((2-(2-(Benzyloxy)-4,6-dihydroxybenzoyl)isoindolin-5-yl)methyl)piperazin-1-yl)pentyl)carbamoyl)-2-(6-(dimethylamino)-3-(dimethyliminio)-3H-xanthen-9-yl)benzoate C(C1=CC=CC=C1)OC1=C(C(=O)N2CC3=CC=C(C=C3C2)CN2CCN(CC2)CCCCCNC(=O)C=2C=CC(=C(C(=O)[O-])C2)C=2C3=CC=C(C=C3OC3=CC(C=CC23)=[N+](C)C)N(C)C)C(=CC(=C1)O)O